NCC1=CC=C(C=C1)COC1=C(C(=NN1C(=O)C=1OC=CC1)C1C(N(C1=O)C(=O)N1CCOCC1)C)C#N 5-{[4-(aminomethyl)phenyl]methoxy}-1-(furan-2-carbonyl)-3-[2-methyl-1-(morpholine-4-carbonyl)-4-oxoazetidin-3-yl]-1H-pyrazole-4-carbonitrile